ClC1=NC=C2C=C(N=C(C2=C1)NCC1CC1)C1=C(C(=CC(=C1Cl)OC([2H])([2H])[2H])OC([2H])([2H])[2H])Cl 7-chloro-N-(cyclopropylmethyl)-3-(2,6-dichloro-3,5-di(methoxy-d3)phenyl)-2,6-naphthyridine-1-amine